ClC=1C(=C(C=CC1)NC(=S)C1=C(C(CNC1=O)C)O)C N-(3-chloro-2-methylphenyl)-4-hydroxy-3-methyl-6-oxo-2,3-dihydro-1H-pyridine-5-carbothioamide